COCCO[C@H]1[C@@](O[C@@H]([C@H]1O)CO)(N1C=NC=2C(N)=NC=NC12)C=O 2'-O-MethoxyethyladenosineAl